Lithium orthophosphat P(=O)([O-])([O-])[O-].[Li+].[Li+].[Li+]